C1(=CC=CC=C1)CCCCOC=1C=C2C(N(C(C2=CC1NS(=O)(=O)C)=O)CC(=O)O)=O 5-(4-phenylbutoxy)-6-methylsulfonylamino-N-carboxymethyl-isoindolin-1,3-dione